ClC1=C(C(=C(C=C1OC)OC)Cl)C=1C(N(C2=CC(=NC=C2C1)C=1C=NN(C1)C)C(C)C)=O 3-(2,6-dichloro-3,5-dimethoxyphenyl)-1-isopropyl-7-(1-methyl-1H-pyrazol-4-yl)-1,6-naphthyridin-2(1H)-one